4-[[3-(3-fluoro-4-methoxyphenyl)imidazo[1,2-a]pyrazin-8-yl]amino]-N,2-dimethyl-N-(4-oxo-4-piperazin-1-ylbutyl)benzamide FC=1C=C(C=CC1OC)C1=CN=C2N1C=CN=C2NC2=CC(=C(C(=O)N(CCCC(N1CCNCC1)=O)C)C=C2)C